C(C)(=O)N1C=C(C2=CC=CC=C12)C(=O)NCC1=CC=C(C=C1)OC 1-acetyl-N-(4-methoxybenzyl)-1H-indole-3-carboxamide